N-[(1S)-1-(dicyclopropylmethyl)-2-[4-(3,5-dimethyl-1H-pyrazol-4-yl)-3-fluoro-anilino]-2-oxo-ethyl]-2-[(1S)-2-hydroxy-1-methyl-ethyl]pyrazole-3-carboxamide C1(CC1)C([C@@H](C(=O)NC1=CC(=C(C=C1)C=1C(=NNC1C)C)F)NC(=O)C=1N(N=CC1)[C@H](CO)C)C1CC1